C(CCC)C=1C=C(N=NC1)NCC1=C(N=NN1C)C1=CC=C(C(=N1)C)O[C@@H]1C[C@H](CCC1)C(=O)OC Methyl (1S,3S)-3-((6-(5-(((5-butylpyridazin-3-yl)amino)methyl)-1-methyl-1H-1,2,3-triazol-4-yl)-2-methylpyridin-3-yl)oxy)cyclohexane-1-carboxylate